BrC1=C2CCC(C2=C(C=C1)S(=O)(=O)C(F)(F)F)=O 4-bromo-7-[(trifluoromethyl)sulfonyl]-2,3-dihydro-1H-inden-1-one